NC1=NC=CC=C1S(=O)(=O)NC(=O)C=1C(=NC(=CC1)C=1C=NC(=CC1)OC)N1C(C[C@@H](C1)C)(C)C N-[(2-Amino-3-pyridyl)sulfonyl]-6-(6-methoxy-3-pyridyl)-2-[(4S)-2,2,4-trimethylpyrrolidin-1-yl]pyridin-3-carboxamid